methylene-4-trifluoromethyl-aniline C=NC1=CC=C(C=C1)C(F)(F)F